N-(4-(1H-imidazol-1-yl)phenyl)-4-(2-methyl-6,7-dihydropyrazolo[1,5-a]pyrimidin-4(5H)-yl)-4-oxobutanamide N1(C=NC=C1)C1=CC=C(C=C1)NC(CCC(=O)N1C=2N(CCC1)N=C(C2)C)=O